Di-tert-butyl ((3R,4R)-3-(hydroxymethyl)-1-(1-methylcyclopropyl)pentane-1,4-diyl)dicarbamate OC[C@H](CC(C1(CC1)C)NC(OC(C)(C)C)=O)[C@@H](C)NC(OC(C)(C)C)=O